ClCCNCCCl bis-chloroethylamine